C1CC12C[C@H](NCC2)C(=O)NC(C(=O)[O-])C ((S)-6-azaspiro[2.5]octane-5-carboxamido)propanoate